C(C)N1N=C2N=C(C=NC2=C1)N[C@@H](C)C=1C=C(C=CC1C)NC(C1=CN=C(C=C1)C(F)(F)F)=O (S)-N-(3-(1-((2-ethyl-2H-pyrazolo[3,4-b]pyrazin-6-yl)amino)ethyl)-4-methylphenyl)-6-(trifluoromethyl)nicotinamide